3-hydroxy-2,7-naphthalenedisulfonic acid disodium [Na].[Na].OC=1C(=CC2=CC(=CC=C2C1)S(=O)(=O)O)S(=O)(=O)O